NC=1C(=C(C=CC1)C=1N=C(SC1C1=NC(=NC=C1)Cl)C(CC1OCCC(C1)C(=O)N)(C)C)F {2-[4-(3-amino-2-fluorophenyl)-5-(2-chloropyrimidin-4-yl)-1,3-thiazol-2-yl]-2-methylpropyl}oxane-4-carboxamide